5-((7R,14R)-1-hydroxy-6-(methyl-d3)-5-oxo-5,6,7,14-tetrahydro-7,14-methanobenzo[f]benzo[4,5]imidazo[1,2-a][1,4]diazocin-11-yl)pyrimidin OC1=CC=CC=2C(N([C@H]3C=4N([C@@H](C21)C3)C3=C(N4)C=CC(=C3)C=3C=NC=NC3)C([2H])([2H])[2H])=O